BrC=1C=C(C=CC1)NC1=NC=C2C(N(N(C2=N1)C1=CC=CC(=N1)OC1CCN(CC1)C(=O)OC(C)(C)C)CC)=O tert-butyl 4-{6-[6-(3-bromophenylamino)-2-ethyl-3-oxo-1,2-dihydro-3H-1,2,5,7-tetraazainden-1-yl]-2-pyridyloxy}-1-piperidinecarboxylate